2-[[1-(4,6-dimethylpyrimidin-5-yl)cyclopropanecarbonyl]amino]-4-[[3-fluoro-2-methoxy-propyl]-[4-(5,6,7,8-tetrahydro-1,8-naphthyridin-2-yl)butyl]amino]butanoic acid CC1=NC=NC(=C1C1(CC1)C(=O)NC(C(=O)O)CCN(CCCCC1=NC=2NCCCC2C=C1)CC(CF)OC)C